C(C)OC(=O)C1(CC1)SCC(=O)NC=1SC(=C(C1C#N)C)C.CN(S(=O)(=O)C1CN(C1)C1=CC=2C(C=N1)=CN(N2)C2=C(C=CC=C2)C)C N,N-dimethyl-1-(2-(o-tolyl)-2H-pyrazolo[4,3-c]pyridin-6-yl)azetidine-3-sulfonamide ethyl-1-((2-((3-cyano-4,5-dimethylthiophen-2-yl)amino)-2-oxoethyl)thio)cyclopropanecarboxylate